CC(=CCC/C(=C/C(=O)SCCNC(=O)CCNC(=O)[C@@H](C(C)(C)COP(=O)(O)OP(=O)(O)OC[C@@H]1[C@H]([C@H]([C@@H](O1)N2C=NC3=C(N=CN=C32)N)O)OP(=O)(O)O)O)/C)C The molecule is the S-geranoyl derivative of coenzyme A. It has a role as a mouse metabolite. It derives from a coenzyme A. It is a conjugate acid of a cis-geranoyl-CoA(4-).